tert-Butyl ((S)-(7-((R)-cyclopropyl(2-(2,2,2-trifluoroethoxy)acetamido)methyl)imidazo[1,2-b]pyridazin-2-yl)(4,4-difluorocyclohexyl)methyl)carbamate C1(CC1)[C@H](C1=CC=2N(N=C1)C=C(N2)[C@H](C2CCC(CC2)(F)F)NC(OC(C)(C)C)=O)NC(COCC(F)(F)F)=O